6-bromo-2-(methylsulfonyl)pyrido[2,3-d]pyrimidin-7(8H)-one BrC1=CC2=C(N=C(N=C2)S(=O)(=O)C)NC1=O